3-methyl-1-(2-(m-tolylethynyl)phenyl)but-2-en-1-ol CC(=CC(O)C1=C(C=CC=C1)C#CC=1C=C(C=CC1)C)C